oleic acid magnesium [Mg].C(CCCCCCC\C=C/CCCCCCCC)(=O)O